COCCO[C@H]1[C@@H](O[C@@H]([C@H]1O)CO)N1C=NC=2C(N)=NC=NC12 O-methyloxyethyladenosine